C(C)OC=1C=C(C=CC1O)/C=C/C(=O)C1=CC=C(C=C1)I (E)-3-(3-Ethoxy-4-hydroxyphenyl)-1-(4-iodophenyl)prop-2-en-1-one